OC(COC(C(=C)CS(=O)(=O)C1=CC=C(C)C=C1)=O)COC(C(=C)C)=O 2-(toluene-4-sulfonylmethyl)acrylic acid (2-hydroxy-3-methacryloyloxypropyl) ester